ClC=1C(=NC(=NC1)N[C@@H]1C[C@H]2CO[C@@H]([C@H]1O)O2)C2=C(C=1N=NC(=C(C1S2)Cl)C(C)(C)O)C (1S,3R,4S,5R)-3-((5-chloro-4-(4-chloro-3-(2-hydroxypropan-2-yl)-7-methylthieno[3,2-c]pyridazin-6-yl)pyrimidin-2-yl)amino)-6,8-dioxabicyclo[3.2.1]octan-4-ol